C1(=CC=CC=C1)P([O-])=O phenyl-phosphinate